BrC1=CC=C(C(=N1)OC)I 6-bromo-3-iodo-2-methoxypyridine